FC1=C(C=2C(=NSN2)C=C1)F difluoro-2,1,3-benzothiadiazole